tert-butyl 10-oxo-3-azaspiro[5.5]undec-8-ene-3-carboxylate O=C1C=CCC2(CCN(CC2)C(=O)OC(C)(C)C)C1